NC1=NNC2=CC=CC(=C12)C=1C=C2C=CC=C(C2=CC1)C(=O)NC1=NOC(=C1)C 6-(3-amino-1H-indazol-4-yl)-N-(5-methylisoxazol-3-yl)-1-naphthamide